(12R)-4,12-dimethyl-7,13-dioxa-4,9,18,19,22-pentaazatetracyclo[12.5.2.12,5.017,20]docosa-1(19),2,5(22),14(21),15,17(20)-hexaen-8-one CN1C=C2C3=NNC=4C=CC(O[C@@H](CCNC(OCC1=N2)=O)C)=CC34